FC=1C=NC=C(C1N)[N+](=O)[O-] 3-fluoro-5-nitro-pyridin-4-amine